CC(CCCO)O methyl-butylene glycol